NN1CCC2(CCN(CC2)C(=O)[O-])CC1 9-amino-3,9-diazaspiro[5.5]undecane-3-carboxylate